(S)-(1-(3-(2-(dimethylamino)ethyl)-5-methoxy-1H-indol-1-yl)-1-oxo-3-phenylpropan-2-yl)carbamic acid tert-butyl ester C(C)(C)(C)OC(N[C@H](C(=O)N1C=C(C2=CC(=CC=C12)OC)CCN(C)C)CC1=CC=CC=C1)=O